ethyl-(2-tolyl)disulfide C(C)SSC1=C(C=CC=C1)C